C\C(=C/C(=O)OCC)\C=O ethyl (E)-3-methyl-4-oxo-2-butenoate